O=C1N(N=CC2=CC(=CC=C12)S(=O)(=O)C1=CC=CC=C1)CC1=C(OC=C1)C(=O)N 3-((1-oxo-6-(phenylsulfonyl)phthalazin-2(1H)-yl)methyl)furan-2-carboxamide